C(C)OC(C1=CC=C(C=C1)[C@@]1(OC(=C(C1=O)OS(=O)(=O)C([2H])([2H])C1=CC=CC=C1)N)[2H])=O.BrCC(=O)C1=CC=C(C=C1)OCOC 2-Bromo-1-[4-(methoxymethoxy)phenyl]ethan-1-one ethyl-(S)-4-(5-amino-3-oxo-4-(((phenylmethyl-d2)sulfonyl)oxy)-2,3-dihydrofuran-2-yl-2-d)benzoate